Tris(hydroxymethyl)nitromethan OCC([N+](=O)[O-])(CO)CO